O1N=CC(=C1)C1=CC(=C2C=NNC2=C1)N1CC(C1)OCCCCNCC=1C=C(C=C(C1)OC(F)(F)F)CC#N 2-(3-(((4-((1-(6-(isoxazol-4-yl)-1H-indazol-4-yl)azetidin-3-yl)oxy)butyl)amino)methyl)-5-(trifluoromethoxy)phenyl)acetonitrile